C(C1=CC=CC=C1)N1CCC(CC1)(C(=O)N)C1=NC=C(C=C1)F 1-benzyl-4-(5-fluoro-2-pyridyl)piperidine-4-carboxamide